tert-butyl 2-((2S,3R)-1-amino-3-hydroxy-1-oxobutan-2-yl)-6-methyl-1-oxo-2,5-diazaspiro[3.4]octane-5-carboxylate NC([C@H]([C@@H](C)O)N1C(C2(C1)N(C(CC2)C)C(=O)OC(C)(C)C)=O)=O